FC(C1=C(C=CC=C1)OB(O)O)(F)F [2-(trifluoromethyl)phenyl]Boric acid